N1(N=CC=C1)C=1C=CC=2C3=C(C(=NC2C1)N)N=C(N3)CC3CNCC3 7-(1H-pyrazol-1-yl)-2-[(pyrrolidin-3-yl)methyl]-1H-imidazo[4,5-c]quinolin-4-amine